3-(5-((1-((4'-chloro-[1,1'-biphenyl]-2-yl)methyl)azetidin-3-ylidene)methyl)-1-oxoisoindolin-2-yl)piperidine-2,6-dione ClC1=CC=C(C=C1)C1=C(C=CC=C1)CN1CC(C1)=CC=1C=C2CN(C(C2=CC1)=O)C1C(NC(CC1)=O)=O